1-methoxy-2-trimethylsilyl-sila-2-azacyclopentane CO[SiH]1N(CCC1)[Si](C)(C)C